methyl 2-((((9H-fluoren-9-yl) methoxy) carbonyl) amino)-5-acetylamino-5-oxopentanoate C1=CC=CC=2C3=CC=CC=C3C(C12)COC(=O)NC(C(=O)OC)CCC(=O)NC(C)=O